(R or S)-2-hydroxy-2-(6-(2-(3-(trifluoromethyl)benzyl)-2H-tetrazol-5-yl)pyridin-2-yl)propane-1-sulfonamide O[C@](CS(=O)(=O)N)(C)C1=NC(=CC=C1)C=1N=NN(N1)CC1=CC(=CC=C1)C(F)(F)F |o1:1|